3-fluoro-4-[4-[[5-(4-hydroxy-1-piperidinyl)-2-pyridinyl]amino]-5-oxo-6H-1,6-naphthyridin-2-yl]benzoic acid FC=1C=C(C(=O)O)C=CC1C1=NC=2C=CNC(C2C(=C1)NC1=NC=C(C=C1)N1CCC(CC1)O)=O